2-((3-methoxypyrazin-2-yl)oxy)-1-(4-(4-(5-(2,4,6-trichlorophenyl)-4,5-dihydroisoxazol-3-yl)thiazol-2-yl)piperidin-1-yl)ethan-1-one COC=1C(=NC=CN1)OCC(=O)N1CCC(CC1)C=1SC=C(N1)C1=NOC(C1)C1=C(C=C(C=C1Cl)Cl)Cl